(2S)-3,3,3-trifluoro-2-methoxy-2-phenyl-propanoyl chloride FC([C@](C(=O)Cl)(C1=CC=CC=C1)OC)(F)F